CC1(NC(CC(C1)OC(C)=O)(C)C)C 2,2,6,6-Tetramethyl-4-acetoxypiperidin